C(C)C1=CC=C(C=C1)S(=O)(=O)OC1=C(C=CC=C1)NC(=O)NC1=CC(=CC=C1)OS(=O)(=O)C1=CC=C(C=C1)CC N-[2-(p-ethylbenzenesulfonyloxy)phenyl]-N'-[3-(p-ethylbenzenesulfonyloxy)phenyl]urea